3-(1-(3,5-Dimethylphenyl)pyrrolidin-2-yl)-1-phenyl-1H-pyrrole-2,5-dione CC=1C=C(C=C(C1)C)N1C(CCC1)C=1C(N(C(C1)=O)C1=CC=CC=C1)=O